F[Nd] fluoroneodymium